3-(3-(but-3-yn-1-yl)-3H-diazirin-3-yl)-N-(3-(3-((1-(2-(methyl(2-(p-tolyloxy)ethyl)amino)-2-oxoethyl)-1H-pyrazol-4-yl)amino)-3-oxopropoxy)pyridin-2-yl)propanamide C(CC#C)C1(N=N1)CCC(=O)NC1=NC=CC=C1OCCC(=O)NC=1C=NN(C1)CC(=O)N(CCOC1=CC=C(C=C1)C)C